4-(2-(4-chloro-3,5-dimethylphenoxy)ethoxy)quinoline-2-carboxylic acid ClC1=C(C=C(OCCOC2=CC(=NC3=CC=CC=C23)C(=O)O)C=C1C)C